CN1C(=NC=C1)C(=O)ON=CC1=CC(=CC=C1)C 3-Methylbenzaldehyde-O-(1-methyl-1H-imidazole-2-carbonyl) oxime